C(C1=CC=CC=C1)OC(=O)N[C@H](C(=O)O)CC N-benzyloxycarbonyl-L-2-aminobutyric acid